(rac)-4-bromo-1-methoxy-2-(methylsulfinyl)benzene BrC1=CC(=C(C=C1)OC)[S@](=O)C |r|